ClC=1C=CC=C2C(CCN(C12)C(C(F)(F)F)=O)N1C(N(C2=NC(=NC=C2C1)NC1=CC=C(C=C1)N1CCN(CC1)C)C)=O 3-[8-chloro-1-(2,2,2-trifluoroacetyl)-3,4-dihydro-2H-quinolin-4-yl]-1-methyl-7-[4-(4-methylpiperazin-1-yl)anilino]-4H-pyrimido[4,5-d]pyrimidin-2-one